(2-(N-(tert-butyl)sulfamoyl)-5-isobutylthiophen-3-yl)boronic acid B(C1=C(SC(=C1)CC(C)C)S(=O)(=O)NC(C)(C)C)(O)O